ethyl (Z)-2,6-difluoro-3-(N'-hydroxy carbamimidoyl)benzoate FC1=C(C(=O)OCC)C(=CC=C1/C(/N)=N/O)F